C(C1=CC=CC=C1)OC[C@H]1OCC(CN(C1)C(=O)OC(C)(C)C)=C tert-butyl (2S)-2-[(benzyloxy)methyl]-6-methylidene-1,4-oxazepane-4-carboxylate